Ethyl (3r,4r)-1-benzyl-4-(4-bromothiophen-3-yl)pyrrolidine-3-carboxylate C(C1=CC=CC=C1)N1C[C@@H]([C@@H](C1)C1=CSC=C1Br)C(=O)OCC